C(C)O[Si](CCCNC1=NC(=NC(=N1)OCC1=CC=C(C=C1)C1(N=N1)C(F)(F)F)OCC1=CC=C(C=C1)C1(N=N1)C(F)(F)F)(OCC)OCC N-{3-(triethoxysilyl)propyl}-4,6-bis[4-{3-(trifluoromethyl)-3H-diazirin-3-yl}benzyloxy]-1,3,5-triazine-2-amine